NC=1OC2=C(C(C1C#N)C1=CC=C(C=C1)[N+](=O)[O-])C=CC(=C2)N(C)C 2-amino-3-cyano-4-(4-nitrophenyl)-7-(dimethylamino)-4H-benzopyran